C(C=C)(=O)N1[C@@H](CN(CC1)C1=C(C(N(C2=NC(=C(C=C12)Cl)C1=C(C=CC=C1F)N)C=1C(=NC=CC1C)C(C)C)=O)C#N)C 4-((R)-4-acryloyl-3-methylpiperazin-1-yl)-7-(2-amino-6-fluorophenyl)-6-chloro-1-(2-isopropyl-4-methylpyridin-3-yl)-2-oxo-1,2-dihydro-1,8-naphthyridine-3-carbonitrile